(2R)-1-azido-6-[tert-butyl(diphenyl)silyl]oxy-hexan-2-ol N(=[N+]=[N-])C[C@@H](CCCCO[Si](C1=CC=CC=C1)(C1=CC=CC=C1)C(C)(C)C)O